NC=1C(=C(C(=CC1)Cl)C1=CC2=C(N=C(N=C2)NC2COC2)N2C1=NCC2)F 6-(3-amino-6-chloro-2-fluorophenyl)-N-(oxetan-3-yl)-8,9-dihydroimidazo[1',2':1,6]pyrido[2,3-d]pyrimidin-2-amine